C(C)OC(=O)C=1OC(=CN1)C1=CC(=C(C=C1)F)OC(F)(F)F 5-(4-Fluoro-3-(trifluoromethoxy)phenyl)oxazole-2-carboxylic acid ethyl ester